(S)-2-{methyl-[8-((R)-1-phenyl-propylcarbamoyl)-3,4-dihydro-1H-pyrrolo[2,1-c][1,4]oxazine-6-carbonyl]-amino}-acetic acid isopropyl ester C(C)(C)OC(CN(C(=O)C1=CC(=C2COCCN21)C(N[C@H](CC)C2=CC=CC=C2)=O)C)=O